(2-((3-methylphenethyl)amino)-4-morpholinopyrido[3,2-d]pyrimidin-7-yl)(pyridin-3-yl)methanone CC=1C=C(CCNC=2N=C(C3=C(N2)C=C(C=N3)C(=O)C=3C=NC=CC3)N3CCOCC3)C=CC1